CNC(N([N+](=O)[O-])C1CCCCC1)=O methylcyclohexyl-nitrourea